FC(C1=CC(NC(=N1)C)=O)F 6-(difluoromethyl)-2-methylpyrimidin-4(3H)-one